ClC=1C=C2CCN(C2=CC1)C=1C2=C(N=CN1)SC(=N2)C(=O)NCC2CCNCC2 7-(5-Chloroindolin-1-yl)-N-(4-piperidylmethyl)thiazolo[5,4-d]pyrimidine-2-carboxamide